ClC1=C(C=CC=C1)C1=C2N(C(=NC1=O)NCC1=CC=C(C=C1)OC)C=CC(=C2)C(F)(F)F 4-(2-chlorophenyl)-1-((4-methoxybenzyl)amino)-6-(trisFluoromethyl)-3H-pyrido[1,2-c]pyrimidin-3-one